4-chloro-1-methyl-N-(2-oxo-2-phenylethyl)-1H-pyrazole-3-carboxamide ClC=1C(=NN(C1)C)C(=O)NCC(C1=CC=CC=C1)=O